C1(CCC1)[C@@H](C)NC(=O)[C@H]1CN(CC[C@@H]1NC(=O)C1=NOC(=C1)C1=C(C=C(C=C1F)F)F)C1CCCC1 (3S,4S)-1-Cyclopentyl-4-{[5-(2,4,6-trifluoro-phenyl)-isoxazole-3-carbonyl]-amino}-piperidine-3-carboxylic acid ((R)-1-cyclobutyl-ethyl)-amide